methyl (S)-2-((2-((4-chlorobenzyl) carbamoyl)-5,8-dihydro-1,7-naphthyridin-7(6H)-yl) methyl)-3-(oxetan-2-ylmethyl)-3H-imidazo[4,5-b]pyridine-5-carboxylate ClC1=CC=C(CNC(=O)C2=NC=3CN(CCC3C=C2)CC2=NC=3C(=NC(=CC3)C(=O)OC)N2C[C@H]2OCC2)C=C1